OC1(CN(C1)C(=O)O[C@@H]1CC[C@H](CC1)C(N(CC12CCC(CC1)(CC2)C2=CC(=C(C=C2)OC)C)C2=NC=CC(=C2)C2=CN=C(S2)C(C)(C)C)=O)C 4-((4-(2-(tert-Butyl)thiazol-5-yl)pyridin-2-yl)((4-(4-methoxy-3-methylphenyl)bicyclo[2.2.2]octan-1-yl)methyl)carbamoyl)(trans-cyclohexyl) 3-hydroxy-3-methylazetidine-1-carboxylate